C1(=CC=C(C=C1)N)N l-p-phenylenediamine